CN1N=C2C(C(NCC2)=O)=C1C(F)(F)F 2-Methyl-3-(trifluoromethyl)-2,5,6,7-tetrahydro-4H-pyrazolo[4,3-c]pyridin-4-one